(2S,4R)-N-[(S)-(5-cyclopropyl-6-fluoropyridin-2-yl)(phenyl)methyl]-4-fluoro-1-{2-[5-(trifluoromethyl)-1H-1,2,3-triazol-1-yl]acetyl}pyrrolidine-2-carboxamide C1(CC1)C=1C=CC(=NC1F)[C@@H](NC(=O)[C@H]1N(C[C@@H](C1)F)C(CN1N=NC=C1C(F)(F)F)=O)C1=CC=CC=C1